FC1=CC(=C(OC2=C(C(=O)NC3=CC(=CC=C3)S(N)(=O)=O)C=CC(=C2)C(F)(F)F)C=C1)OC 2-(4-fluoro-2-methoxyphenoxy)-N-(3-sulfamylphenyl)-4-(trifluoromethyl)benzamide